ClC1=C(C=CC(=C1)F)C1=CC(OC2=CC(=CC=C12)O[C@@H](C(N1CCN(CC1)C(C=C)=O)=O)C)=O 4-(2-chloro-4-fluoro-phenyl)-7-[(1R)-1-methyl-2-oxo-2-(4-prop-2-enoylpiperazin-1-yl)ethoxy]chromen-2-one